5-bromo-6-(1-(3-chloropyridin-2-yl)-3-methoxy-1H-pyrazole-5-carboxamido)-N-(cyclopropylmethyl)pyrazolo[1,5-a]pyridine-7-carboxamide BrC1=CC=2N(C(=C1NC(=O)C1=CC(=NN1C1=NC=CC=C1Cl)OC)C(=O)NCC1CC1)N=CC2